NC1=NC2=C(C=C(C1)C(=O)N(CCCNC(OC(C)(C)C)=O)CCC)C=CC(=C2)C(NC2=CC=CC=C2)=O tert-butyl N-[3-[[2-amino-8-(phenylcarbamoyl)-3H-1-benzazepine-4-carbonyl]-propyl-amino]propyl]carbamate